ClC1=NC(=C2C(=N1)N(N=C2)[C@@H]2O[C@@H](C([C@H]2O)=C)CO)NC2[C@H]1CC3CC(CC2C3)(C1)O (2R,3R,5S)-2-(6-chloro-4-(((1S,5R)-5-hydroxyadamantan-2-yl)amino)-1H-pyrazolo[3,4-d]pyrimidin-1-yl)-5-(hydroxymethyl)4-methylenetetrahydrofuran-3-ol